C(C#C)SC([C@H](NC)C(=O)O)C S-Propargyl-N-methyl-β-methylcysteine